4-[{[(4-{[(2S)-2-({(2S)-2-[(tert-butoxycarbonyl)amino]-3-methylbutanoyl}amino)propanoyl]amino}benzyl)oxy]carbonyl}(methyl)amino]butanoic acid C(C)(C)(C)OC(=O)N[C@H](C(=O)N[C@H](C(=O)NC1=CC=C(COC(=O)N(CCCC(=O)O)C)C=C1)C)C(C)C